FC=1C=C(C(=O)NCC2CCC(CC2)N2N=C3C=C(C=CC3=C2)C2=NC=C(C=N2)C)C=C(C1O)F 3,5-difluoro-4-hydroxy-N-({(1r,4r)-4-[6-(5-methylpyrimidin-2-yl)-2H-indazol-2-yl]cyclohexyl}methyl)benzamide